(2-(4-bromobutoxy)-4-methoxy-3-morpholinomethylphenyl)ethan-1-one tert-Butyl-4-(6-{[(tert-butoxy)carbonyl]amino}-4-methoxypyridazin-3-yl)-1,2,3,6-tetrahydropyridine-1-carboxylate C(C)(C)(C)OC(=O)N1CCC(=CC1)C=1N=NC(=CC1OC)NC(=O)OC(C)(C)C.BrCCCCOC1=C(C=CC(=C1CN1CCOCC1)OC)C(C)=O